manganese(II) formate dihydrate O.O.C(=O)[O-].[Mn+2].C(=O)[O-]